N-(3-(3-formylphenyl)oxetan-3-yl)-2-methylpropan-2-sulfinamide C(=O)C=1C=C(C=CC1)C1(COC1)NS(=O)C(C)(C)C